(R)-N-[3-(5-fluoro-2-[[2-(hydroxymethyl)-6-methylpyridin-4-yl]amino]pyrimidin-4-yl)-1H-indol-7-yl]-3-methoxy-2-(4-methylpiperazin-1-yl)propanamide FC=1C(=NC(=NC1)NC1=CC(=NC(=C1)C)CO)C1=CNC2=C(C=CC=C12)NC([C@@H](COC)N1CCN(CC1)C)=O